aminobenzenesulphonate NC1=C(C=CC=C1)S(=O)(=O)[O-]